Methyl 3-[[(3S*)-4-[4-chloro-2-(5-fluoro-2-pyridyl)-1H-imidazol-5-yl]-3-methyl-3,6-dihydro-2H-pyridin-1-yl]sulfonyl]propanoate ClC=1N=C(NC1C=1[C@@H](CN(CC1)S(=O)(=O)CCC(=O)OC)C)C1=NC=C(C=C1)F |o1:7|